N-[3-[[5-(4-Chlorophenyl)-1H-pyrrolo[2,3-b]pyridin-3-yl]carbonyl]-2,4-difluorophenyl]-1-propanesulfonamide ClC1=CC=C(C=C1)C=1C=C2C(=NC1)NC=C2C(=O)C=2C(=C(C=CC2F)NS(=O)(=O)CCC)F